(S)-3-tert-butoxycarbonyl-aminopiperidine C(C)(C)(C)OC(=O)[C@@H]1CN(CCC1)N